C(C)C=1C(=C2C(=NC1C(F)(F)F)CCC2)NC(=O)N=[S@@](=O)(N)C2=CN=C(S2)C(C)(C)O (S)-N'-((3-ethyl-2-(trifluoromethyl)-6,7-dihydro-5H-cyclopenta[b]pyridin-4-yl)carbamoyl)-2-(2-hydroxypropan-2-yl)thiazole-5-sulfonimidamide